(E)-6-(4-ethoxyphenyl)-N'-(2-fluorobenzylidene)pyridinecarboxylic acid hydrazide C(C)OC1=CC=C(C=C1)C1=CC=CC(=N1)C(=O)N/N=C/C1=C(C=CC=C1)F